N1CCC(CC1)OCCCC1CCN(CC1)C(=O)OC(C)(C)C tert-Butyl 4-(3-(piperidine-4-oxy)propyl)piperidine-1-carboxylate